5-Cyclopropyl-6-(1-methylbenzimidazol-4-yl)-3-[[5-methyl-1-(1-methyl-4-piperidyl)pyrazol-4-yl]amino]pyrazin-2-carboxamid C1(CC1)C=1N=C(C(=NC1C1=CC=CC=2N(C=NC21)C)C(=O)N)NC=2C=NN(C2C)C2CCN(CC2)C